ClC1=CC=C(S1)CNC1=CC(=NN1C(C(CO)(C)C)=O)C1CCN(CC1)CC(=O)N1CCOCC1 1-(5-{[(5-Chlorothiophen-2-yl)methyl]amino}-3-{1-[2-(morpholin-4-yl)-2-oxoethyl]piperidin-4-yl}-1H-pyrazol-1-yl)-3-hydroxy-2,2-dimethylpropan-1-on